3,6-dibromo-4,5-difluorobenzene BrC=1C=CC(=C(C1F)F)Br